4-(7-(3-Aminopiperidin-1-yl)-3-(p-tolyl)-3H-imidazo[4,5-b]pyridin-2-yl)-2-fluorobenzonitrile NC1CN(CCC1)C1=C2C(=NC=C1)N(C(=N2)C2=CC(=C(C#N)C=C2)F)C2=CC=C(C=C2)C